3-(Dimethylamino)-1-(imidazo[1,2-a]pyridin-3-yl)prop-2-en-1-one CN(C=CC(=O)C1=CN=C2N1C=CC=C2)C